2-(4-cyano-2-cyclopropyl-6-isopropylphenyl)acetic acid C(#N)C1=CC(=C(C(=C1)C(C)C)CC(=O)O)C1CC1